(S)-N-((S)-1-(2,6-dichlorophenyl)-1,4,5,7-tetrahydropyrano[3,4-c]pyrazol-4-yl)-2-methylpropane-2-sulfinamide ClC1=C(C(=CC=C1)Cl)N1N=CC2=C1COC[C@H]2N[S@@](=O)C(C)(C)C